(S)-2-((3s,5s)-3,5-dimethylpiperazin-1-yl)-N-(3-(2-((2-fluoro-3-(methylsulfonyl)phenyl)amino)-5-methylpyrimidin-4-yl)-1H-indol-7-yl)propionamide C[C@H]1CN(C[C@@H](N1)C)[C@H](C(=O)NC=1C=CC=C2C(=CNC12)C1=NC(=NC=C1C)NC1=C(C(=CC=C1)S(=O)(=O)C)F)C